ClC1=NC2=CC=CC=C2C(=C1N)NCC1=CC(=CC=C1)CN1CCOCC1 2-chloro-N4-(3-(morpholinylmethyl)benzyl)quinoline-3,4-diamine